BrC1=CC=CC(=N1)C=1CC=NCC1 6-bromo-3',6'-dihydro-[2,4'-bipyridin]